1-(1-methyl-1H-tetrazol-5-yl)piperazine HCl salt Cl.CN1N=NN=C1N1CCNCC1